C1(CC1)C=1N=CN(C1)C1=C(C=CC2=C1C=C(O2)C(=O)NC2=NC(=CC=C2)C=2N1C(=NN2)CCC1)C 4-(4-cyclopropyl-1H-imidazol-1-yl)-N-(6-(6,7-dihydro-5H-pyrrolo[2,1-c][1,2,4]triazol-3-yl)pyridin-2-yl)-5-methylbenzofuran-2-carboxamide